6-amino-N-(6-(2-cyclopropyl-4-fluorophenyl)-5-(trifluoromethyl)pyridin-2-yl)pyridine-2-sulfonamide Benzyl-((1-(4-aminobutyl)-1H-imidazo[4,5-c]quinolin-2-yl)methyl)(ethyl)carbamate C(C1=CC=CC=C1)OC(N(CC)CC=1N(C2=C(C=NC=3C=CC=CC23)N1)CCCCN)=O.NC1=CC=CC(=N1)S(=O)(=O)NC1=NC(=C(C=C1)C(F)(F)F)C1=C(C=C(C=C1)F)C1CC1